C(C)(C)(C)C1=CC=2C(=NC(=CN2)C2CCC[C@H]([C@@H](N2)COC2=NC(=NC(=C2)C2=C(C=CC=C2C)C)NS(=O)(=O)C=2C=C(C(=O)O)C=CC2)OC(F)(F)F)N1C 3-[[4-[[(2S,3R)-7-(6-tert-butyl-5-methyl-pyrrolo[2,3-b]pyrazin-3-yl)-3-(trifluoromethoxy)azepan-2-yl]methoxy]-6-(2,6-dimethylphenyl)pyrimidin-2-yl]sulfamoyl]benzoic acid